C(C)N(CC)CC.ClC=1C=C(C=C(C1)Cl)C(CC(=O)C1=CC(=C(C(=O)O)C=C1)C)(C(F)(F)F)O 4-(3-(3,5-dichlorophenyl)-4,4,4-trifluoro-3-hydroxybutyryl)-2-methylbenzoic acid triethylamine salt